2,3,3a,4,5,6-Hexahydrobenzo[de]chromene-4-carboxylic acid O1CCC2C=3C(=CC=CC13)CCC2C(=O)O